trichloromonofluoroethan ClC(CF)(Cl)Cl